tert-butyl 3-[4-(7-difluoromethyl-1,2,3,4-tetrahydroquinolin-6-yl)-pyrazol-1-yl]-azetidin-1-carboxylate FC(C1=C(C=C2CCCNC2=C1)C=1C=NN(C1)C1CN(C1)C(=O)OC(C)(C)C)F